ethyl (S)-2-oxooxazolidine-4-carboxylate O=C1OC[C@H](N1)C(=O)OCC